OCCN1CN(CN(C1)CCO)CCO 1,3,5-tris(2-hydroxyethyl)-hexahydro-1,3,5-triazine